COC1=CC=C(CN(S(=O)(=O)C2=CC(=C(C=C2)NC2=CC=C(C=C2)S(F)(F)(F)(F)F)C=2N=CN(C2)C)C)C=C1 N-(4-methoxybenzyl)-N-methyl-3-(1-methyl-1H-Imidazol-4-yl)-4-((4-(pentafluoro-λ6-sulfanyl)phenyl)amino)benzenesulfonamide